BrC=1C=C(C=C2C(N(C(=NC12)N1CCOCC1)C)=O)OC 8-bromo-6-methoxy-3-methyl-2-morpholinoquinazolin-4(3H)-one